1-[4-(N-(2-methoxybenzoyl)sulfamoyl)phenyl]-3-methylurea COC1=C(C(=O)NS(=O)(=O)C2=CC=C(C=C2)NC(=O)NC)C=CC=C1